F[C@H]1[C@H](C(CN(C1)C1=NC=CC(=N1)NC=1C=C2C(=CN=C(C2=CN1)C(=O)NC)C(C)C)(C)C)O 6-((2-((4S,5R)-5-fluoro-4-hydroxy-3,3-dimethylpiperidin-1-yl)pyrimidin-4-yl)amino)-4-isopropyl-N-methyl-2,7-naphthyridine-1-carboxamide